4,5-dimethylpyridine-2-carboxamide CC1=CC(=NC=C1C)C(=O)N